C(CCCCCCC)SCC1=C(C(=CC=C1)O)C (octylthiomethyl)-o-cresol